1-((2-Bromo-6-(methylsulfonyl)pyridin-4-yl)oxy)propan-2-ol BrC1=NC(=CC(=C1)OCC(C)O)S(=O)(=O)C